NC1=NC=C2CN=NC2=N1 7-Deaza-8-aza-2-aminopurin